COC=1C(=NC=CC1C(=O)N)C=1C=NC=CC1 methoxy-[2,3'-bipyridine]-4-carboxamide